5-(5-(4-(1H-1,2,3-triazol-5-yl)piperidin-1-yl)-1,3,4-oxadiazol-2-yl)-N-(3,5-dibromobenzyl)pyrimidin-2-amine N1N=NC=C1C1CCN(CC1)C1=NN=C(O1)C=1C=NC(=NC1)NCC1=CC(=CC(=C1)Br)Br